3-bromo-N-(4-fluorophenyl)imidazo[1,2-a]pyridine-6-carboxamide BrC1=CN=C2N1C=C(C=C2)C(=O)NC2=CC=C(C=C2)F